ClC=1C=CC(=NC1)C(C)OC=1C=C(NC1C(NC)=O)C(=O)O 4-(1-(5-chloropyridin-2-yl)ethoxy)-5-(methylcarbamoyl)-1H-pyrrole-2-carboxylic acid